Cl.NN Hydrazine hydrochloride